C(C)(C)(C)OC(=O)N1[C@H](CCC1)CC(=O)NC(C)(C)C1=C(C=CC=C1)F (R)-2-(2-((2-(2-fluorophenyl)propan-2-yl)amino)-2-oxoethyl)pyrrolidine-1-carboxylic acid tert-butyl ester